3-chloro-7-[(3S,4S)-3-fluoro-2,2,6,6-tetramethyl-4-piperidyl]pyrrolo[2,3-c]pyridazine ClC1=CC2=C(N=N1)N(C=C2)[C@@H]2[C@@H](C(NC(C2)(C)C)(C)C)F